1-(4-(Methylsulfonyl)phenyl)propan-1-ol CS(=O)(=O)C1=CC=C(C=C1)C(CC)O